4-(Methoxycarbonylaminosulfonyl)-5-methylthiophene-3-carboxylic acid methyl ester COC(=O)C1=CSC(=C1S(=O)(=O)NC(=O)OC)C